C1=CC(=CC=2OC3=C(C21)C=CC=C3)O dibenzo[b,d]furan-3-ol